FC(C=1C=C(C(=O)NC(C)C2=NC=CN=C2C2=NC=CN=C2)C=C(C1)C(F)(F)F)F 3-(difluoromethyl)-N-[1-(3-pyrazin-2-ylpyrazin-2-yl)ethyl]-5-(trifluoromethyl)benzamide